(E)-N'-(2,4-dimethoxybenzylidene)-2-(4-phenyl-1H-1,2,3-triazol-1-yl)acethydrazide COC1=C(\C=N\NC(CN2N=NC(=C2)C2=CC=CC=C2)=O)C=CC(=C1)OC